COC(=O)C1=CC=C(C=C1)C1(CC1)N(C(=O)C1=NN(C2=C1CN(C(C2)C)C(=O)OC(C)(C)C)COCC[Si](C)(C)C)C tert-butyl 3-(1-[4-(methoxycarbonyl)phenyl]cyclopropyl(methyl)carbamoyl)-6-methyl-1-[2-(trimethylsilyl)ethoxy]methyl-1H,4H,5H,6H,7H-pyrazolo[4,3-c]pyridine-5-carboxylate